[F-].C(CCCCCCCCCC)[NH+]1C(CCC1)CC 1-Undecyl-2-ethylpyrrolidinium fluorid